[(3R)-3-piperidyl] 5-[[4-[[2-(6-methyl-2-pyridyl)pyrimidin-4-yl]amino]pyrimidin-2-yl]amino]pyridine-2-carboxylate CC1=CC=CC(=N1)C1=NC=CC(=N1)NC1=NC(=NC=C1)NC=1C=CC(=NC1)C(=O)O[C@H]1CNCCC1